2,5-dimethyl-3(2H)-benzofuranone CC1OC2=C(C1=O)C=C(C=C2)C